C(C)(C)(C)OC(=C)N1[C@@H](C[C@H](C1)F)C(=O)O (2S,4R)-1-(1-(tert-butoxy)vinyl)-4-fluoropyrrolidine-2-carboxylic acid